ClC1=C(C=NNC1=O)NCC1(COCCC1)F 5-chloro-4-[(3-fluorotetrahydropyran-3-yl)methylamino]-1H-pyridazin-6-one